1-(2-hydroxypropyl)-imidazolin-2-one OC(CN1C(NCC1)=O)C